C(C1=CC=CC=C1)OC=1C(=C(C=CC1)CN(C1=NC=CC(=C1)C(=O)OC)C)C1OCCO1 methyl 2-({[3-(benzyloxy)-2-(1,3-dioxolan-2-yl)phenyl]methyl}(methyl)amino)pyridine-4-carboxylate